OC(CC(=O)OC)(O)O methyl trishydroxypropionate